5-(5-fluoroisoindolin-2-yl)-3-isopropyl-N-(4-(2-methoxyethoxy)phenyl)-7-(1H-pyrazol-4-yl)pyrazolo[1,5-a]pyrimidine-2-carboxamide FC=1C=C2CN(CC2=CC1)C1=NC=2N(C(=C1)C=1C=NNC1)N=C(C2C(C)C)C(=O)NC2=CC=C(C=C2)OCCOC